CO[C@H]1O[C@@H]([C@@H]([C@@H]([C@H]1CC(=O)O)CC(=O)O)CC(=O)O)C (2S,3R,4S,5R,6R)-2-methoxy-6-methyltetrahydro-2H-pyran-3,4,5-triacetic acid